COC(=O)C=1C=CC2=C(N(C(=N2)C2CC23CCNCC3)C[C@H]3OCC3)C1 1-((S)-oxetan-2-ylmethyl)-2-(6-azaspiro[2.5]octan-1-yl)-1H-benzo[d]imidazole-6-Carboxylic acid methyl ester